4-isothiazolin-3-one S1NC(C=C1)=O